5-hydroxymethylpyridin OCC=1C=CC=NC1